2-(5-(2,6-dichlorophenyl)thiophen-2-yl)-N-(2-morpholinoethyl)acetamide ClC1=C(C(=CC=C1)Cl)C1=CC=C(S1)CC(=O)NCCN1CCOCC1